(3-methoxy-1-methyl-4-oxo-2-(4-(3-(piperidin-1-yl)propoxy)phenyl)-1,4-dihydroquinolin-6-yl)acetamide COC1=C(N(C2=CC=C(C=C2C1=O)CC(=O)N)C)C1=CC=C(C=C1)OCCCN1CCCCC1